C(C)N1N=CC(=C1)C=1C=CC=2N(C1)N=CC2C#N 6-(1-ethyl-1H-pyrazol-4-yl)pyrazolo[1,5-a]pyridine-3-carbonitrile